N-(4-((S)-3-aminopyrrolidin-1-yl)-1-methyl-2-(trifluoromethyl)-5,6-dihydro-1H-benzo[d]imidazol-5-yl)-2-(2,6-difluorophenyl)-3-oxo-2,3-dihydropyridazine-4-carboxamide N[C@@H]1CN(CC1)C=1C(CC=C2N(C(=NC21)C(F)(F)F)C)NC(=O)C=2C(N(N=CC2)C2=C(C=CC=C2F)F)=O